2-(5-methoxy-1H-indol-3-yl)-N,N-di(methyl-13C)ethanamine COC=1C=C2C(=CNC2=CC1)CCN([13CH3])[13CH3]